FC=1N=C(SC1CN1[C@H](C[C@H](C1)OC=1C=CC=2C(N1)=NN(N2)C)C)NC(C)=O N-(4-fluoro-5-(((2S,4R)-2-methyl-4-((2-methyl-2H-[1,2,3]triazolo[4,5-b]pyridin-5-yl)oxy)pyrrolidin-1-yl)methyl)thiazol-2-yl)acetamide